[C@H]1(CC[C@@]12OCCC2)N2N=CC(=C2)C=2C(=C(C=CC2)NC2=CC(=NC=C2C(=O)N)NC(=O)C2CC2)OC 4-((3-(1-((1R,4S)-5-oxaspiro[3.4]octan-1-yl)-1H-pyrazol-4-yl)-2-methoxyphenyl)amino)-6-(cyclopropanecarboxamido)nicotinamide